CC1(OCC(O1)CCC(=O)C1=CC=CC=C1)CCC1=CC=CC=C1 (±)-3-(2-methyl-2-phenethyl-1,3-dioxolan-4-yl)-1-phenylpropan-1-one